(3-([1,1'-Biphenyl]-3-yl)-1H-pyrazol-5-yl)pyrrolidine-1-carbonitrile C1(=CC(=CC=C1)C1=NNC(=C1)C1N(CCC1)C#N)C1=CC=CC=C1